6-hydroxynon-8-enoic acid OC(CCCCC(=O)O)CC=C